6-chloro-1-(4,5-dimethylbenzimidazol-1-yl)-4,4-difluoro-3,3-dimethylisoquinoline ClC=1C=C2C(C(N=C(C2=CC1)N1C=NC2=C1C=CC(=C2C)C)(C)C)(F)F